dichloro-bipyridyl ClC1=C(C(=NC=C1)C1=NC=CC=C1)Cl